CC(CCC(=O)O)C(CCC(=O)O)C 4,5-dimethylsuberic acid